Ethylparaben Potassium [K].C(C)OC(=O)C1=CC=C(O)C=C1